(+/-)-trans-methyl 3-((2-(5-fluoro-1H-pyrrolo[2,3-b]pyridin-3-yl)-6-(4-fluorophenyl)pyrimidin-4-yl)amino)bicyclo[2.2.2]octane-2-carboxylate FC=1C=C2C(=NC1)NC=C2C2=NC(=CC(=N2)NC2C(C1CCC2CC1)C(=O)OC)C1=CC=C(C=C1)F